C(C)(=O)N1CC(CC(C1)(F)F)N1N=C(N=N1)C=1C(=CC2=C(N(C([C@H](CS2(=O)=O)N)=O)CC2=CC=C(C=C2)Cl)C1)F (3R)-7-[2-(1-acetyl-5,5-difluoro-3-piperidyl)tetrazol-5-yl]-3-amino-5-[(4-chlorophenyl)methyl]-8-fluoro-1,1-dioxo-2,3-dihydro-1λ6,5-benzothiazepin-4-one